ClC(C)(C)C1=CC=C(C=C1)C(C)(C)Cl 1,4-bis(2-chloroprop-2-yl)benzene